C(C1=CC=CC=C1)OC1=CC=C(C=C1)[O-] 4-[(benzyl)oxy]phenolate